CS(=O)(=O)C(C)(C)C1=C(SC2=C1N=C(N=C2)C2=C1C(=NC=C2)NC=C1)C#N 7-(2-(methylsulfonyl)propan-2-yl)-2-(1H-pyrrolo[2,3-b]pyridin-4-yl)thieno[3,2-d]pyrimidine-6-carbonitrile